9,9-dimethyl-9H-fluorene-2-boronic acid CC1(C2=CC=CC=C2C=2C=CC(=CC12)B(O)O)C